NC=1C2=C(N=CN1)N(C=C2C(=O)NC2=NNC(=C2)C)C(CF)(C)C 4-amino-7-(1-fluoro-2-methylpropan-2-yl)-N-(5-methyl-1H-pyrazol-3-yl)-7H-pyrrolo[2,3-d]pyrimidine-5-carboxamide